(1-(2-Hydroxyethyl)piperidin-4-yl)((1S,5R)-8-(4-(trifluoromethyl)phenyl)-1,3,4,5-tetrahydro-2H-1,5-methanobenzo[c]azepin-2-yl)methanone OCCN1CCC(CC1)C(=O)N1[C@@H]2C3=C([C@H](CC1)C2)C=CC(=C3)C3=CC=C(C=C3)C(F)(F)F